4-(2,4,6-trifluorophenyl)pteridine Methyl-5-hydroxy-1-(4-methoxybenzyl)-2-oxo-2,3-dihydro-1H-benzo[b]azepine-4-carboxylate COC(=O)C1=C(C2=C(N(C(C1)=O)CC1=CC=C(C=C1)OC)C=CC=C2)O.FC2=C(C(=CC(=C2)F)F)C2=NC=NC1=NC=CN=C21